C(C1=CC=CC=C1)(=O)OC(C)C(C(CC)OC(C1=CC=CC=C1)=O)CCCC 3-n-butyl-2,4-hexanediol dibenzoate